ClC=1C(=NC=CC1C1=C(C(=CC=C1)C1=NC(=C(C=C1)CNC[C@H](C)O)OC)Cl)C=1C=C2CN(C(C2=CC1)=O)CCNC[C@@H]1NC(CC1)=O 5-(3-chloro-4-(2-chloro-3-(5-((((S)-2-hydroxypropyl)amino)methyl)-6-methoxypyridin-2-yl)phenyl)pyridin-2-yl)-2-(2-((((R)-5-oxopyrrolidin-2-yl)methyl)amino)ethyl)isoindolin-1-one